1,4,5-trimethylimidazolium CN1C=[NH+]C(=C1C)C